2-[(4-aminobenzyl)amino]acetic acid NC1=CC=C(CNCC(=O)O)C=C1